NC(C(=O)N)CC=1C(NC2=CC=C(C=C2C1)OC)=O 2-amino-3-(6-methoxy-2-oxo-1,2-dihydro-quinolin-3-yl)propanamide